[1,5]diazepine N1C=CC=NC=C1